NC1=C2C(=NC=N1)N(N=C2C2=C(C=C(C=C2)OC2=CC=CC=C2)F)[C@H]2CN(C[C@@H](C2)OC)C(=O)OC(C)(C)C tert-butyl (3r,5r)-3-(4-amino-3-(2-fluoro-4-phenoxyphenyl)-1H-pyrazolo[3,4-d]pyrimidin-1-yl)-5-methoxypiperidine-1-carboxylate